4-(4-bromo-phenyl)-butan-2-one BrC1=CC=C(C=C1)CCC(C)=O